benzo[1,3]dioxane O1COCC2=C1C=CC=C2